(S)-10-((dimethylamino)methyl)-4-ethyl-4-hydroxy-9-(piperidin-4-ylmethoxy)-1,12-dihydro-14H-pyrano[3',4':6,7]indolizino[1,2-b]quinoline-3,14(4H)-dione Trifluoroacetate Salt FC(C(=O)O)(F)F.CN(C)CC=1C=2C=C3C(=NC2C=CC1OCC1CCNCC1)C1=CC2=C(C(N1C3)=O)COC([C@]2(O)CC)=O